ClC=1C(=CC(=C(C1)N1CCC(CC1)C1=CC(=C(C=C1F)N1C(C2=CC=CC=C2C1=O)=O)OC)F)I 2-(4-(1-(5-chloro-2-fluoro-4-iodophenyl)piperidin-4-yl)-5-fluoro-2-methoxyphenyl)isoindoline-1,3-dione